NC1=NC=C2N(C(N(C2=N1)[C@@H]1O[C@@H](C[C@H]1O)CO)=O)CC=1C=NC=CC1 2-Amino-9-((2R,3R,5S)-3-hydroxy-5-(hydroxymethyl)tetrahydrofuran-2-yl)-7-(pyridin-3-ylmethyl)-7,9-dihydro-8H-purin-8-on